6-((2,6-dimethyl-pyrimidin-4-yl)amino)-N-ethoxy-4-((4-methoxy-2-(N-methyl-methanesulfonamido)phenyl)amino)nicotinamide CC1=NC(=CC(=N1)NC1=NC=C(C(=O)NOCC)C(=C1)NC1=C(C=C(C=C1)OC)N(S(=O)(=O)C)C)C